C(C1=CC=CC=C1)OC1=C(C=C2C(=NC=NC2=C1)C1=CC=C(C=C1)NC(CC1=CC=C(C=C1)C(F)(F)F)=O)OC N-(4-(7-(benzyloxy)-6-methoxyquinazolin-4-yl)phenyl)-2-(4-(trifluoromethyl)phenyl)acetamide